5-tert-butyl-1,2,4-oxadiazole-3-carboxylic acid sodium salt [Na+].C(C)(C)(C)C1=NC(=NO1)C(=O)[O-]